methyl 5-chloro-4-fluoro-2-((4-fluoro-2-formylphenyl)amino)benzoate ClC=1C(=CC(=C(C(=O)OC)C1)NC1=C(C=C(C=C1)F)C=O)F